3-(4-(1-(4-Methoxybenzyl)-4-(5-methyloxazol-2-yl)-2-oxo-2,3-dihydro-1H-benzo[b]azepin-8-yl)-1H-pyrazol-1-yl)propanenitrile COC1=CC=C(CN2C3=C(C=C(CC2=O)C=2OC(=CN2)C)C=CC(=C3)C=3C=NN(C3)CCC#N)C=C1